1,2,3,4-butanetetracarboxylic acid tetrakis(3-sec-butylcyclohexylamide) C(C)(CC)C1CC(CCC1)NC(=O)CC(C(CC(=O)NC1CC(CCC1)C(C)CC)C(=O)NC1CC(CCC1)C(C)CC)C(=O)NC1CC(CCC1)C(C)CC